OC1C(CCC1)=O 2-Hydroxycyclopentanon